C(C)C(CC1=C2C(=C(S1)CC(CCCC)CC)C(C=1C(=C(SC1C=1SC=C(N1)Br)C=1SC=CC1Br)C2=O)=O)CCCC 1,3-bis(2-ethylhexyl)-5-(bromothiazol-2-yl)-7-(bromothiophen-2-yl)-4H,8H-benzo[1,2-c:4,5-c']dithiophene-4,8-dione